8-(6-Fluoro-2,3-dihydro-1H-inden-4-yl)-9-(4-((1-(3-fluoropropyl)azetidin-3-yliden)methyl)phenyl)-6,7-dihydro-5H-benzo[7]annulen FC1=CC(=C2CCCC2=C1)C=1CCCC2=C(C1C1=CC=C(C=C1)C=C1CN(C1)CCCF)C=CC=C2